2-amino-5-(4-chlorophenyl)-4-oxo-4,5-dihydrofuran-3-yl-5-d methanesulfonate CS(=O)(=O)OC1=C(OC(C1=O)([2H])C1=CC=C(C=C1)Cl)N